[5-(1,3-dioxolan-2-yl)-6-methoxypyridin-2-yl]acetic acid O1C(OCC1)C=1C=CC(=NC1OC)CC(=O)O